C12(CCC(CC1)CC2)COC2=CC=CC(=N2)C2=CC=C(CC1=NC3=C(N1CC1OCC1)C=C(C=C3)C(=O)O)C=C2 2-(4-(6-(bicyclo[2.2.2]octan-1-ylmethoxy)pyridin-2-yl)benzyl)-1-(oxetan-2-ylmethyl)-1H-benzo[d]imidazole-6-carboxylic acid